3-Methyl-4-(3-(piperidin-1-yloxy)prop-1-yn-1-yl)-1H-pyrrole CC1=CNC=C1C#CCON1CCCCC1